IC1=NN(C2=NC(=NC=C21)NC2CN(C1=CC=CC=C1C2)C(=O)OC(C)(C)C)C tert-butyl 3-((3-iodo-1-methyl-1H-pyrazolo[3,4-d]pyrimidin-6-yl)amino)-3,4-dihydroquinoline-1(2H)-carboxylate